C(C)(=O)C=1C(NC(NC1)=O)=O 5-Acetylpyrimidine-2,4(1H,3H)-dione